C(C)(C)C1N2C(C3=CC(=C(C=C3C1)N1CCCC1)C=1SC=CN1)=CC(C(=C2)C(=O)OCC)=O ethyl 6-isopropyl-2-oxo-9-(pyrrolidin-1-yl)-10-(thiazol-2-yl)-6,7-dihydro-2H-pyrido[2,1-a]isoquinoline-3-carboxylate